BrC1=C(C=C2C(=NC(=NC2=C1F)Cl)N1C2CN(CC1CC2)C(=O)OC(C)(C)C)Cl tert-butyl 8-(7-bromo-2,6-dichloro-8-fluoroquinazolin-4-yl)-3,8-diazabicyclo[3.2.1]octane-3-carboxylate